C(C)(=O)[O-].C(=O)=[N-] carbonyl-amide acetate